3-cyano-6-(methylamino)pyrazolo[1,5-a]pyridin-4-yl trifluoromethanesulfonate FC(S(=O)(=O)OC=1C=2N(C=C(C1)NC)N=CC2C#N)(F)F